FC1=CC(=CC2=CN(N=C12)C)C=1SC2=C(N1)SC(=C2)C2(CCNCC2)O 4-[2-(7-fluoro-2-methylindazol-5-yl)thieno[2,3-d][1,3]thiazol-5-yl]piperidin-4-ol